N,N-dimethylaminoethyl-methacrylat CN(C)CCOC(C(=C)C)=O